2-(5-(cyclopropylmethyl)-3-(6-fluoro-4'-isobutyl-[1,1'-biphenyl]-3-yl)-4-(3-fluoro-4-sulfamoylbenzyl)-1H-pyrazol-1-yl)thiazole-4-carboxylic acid C1(CC1)CC1=C(C(=NN1C=1SC=C(N1)C(=O)O)C=1C=C(C(=CC1)F)C1=CC=C(C=C1)CC(C)C)CC1=CC(=C(C=C1)S(N)(=O)=O)F